2-(aminomethyl)-propane-1,3-diamine NCC(CN)CN